N8-(2-methoxy-2-methylpropyl)-N2-(2-methoxy-6-(1-methyl-1H-tetrazol-5-yl)pyridin-3-yl)pyrido[3,4-d]pyrimidine-2,8-diamine COC(CNC1=NC=CC2=C1N=C(N=C2)NC=2C(=NC(=CC2)C2=NN=NN2C)OC)(C)C